C(C)O[Si]1(N(CCC1)C[Si](OC)(OC)C)C 2-ethoxy-2-methyl-1-methyldimethoxysilylmethyl-1-aza-2-silacyclopentane